BrC=1C=C(C=C2CCNCC12)C(F)F 8-bromo-6-(difluoromethyl)-1,2,3,4-tetrahydroisoquinoline